NC=1SC2=C(C1C#N)C(=CC=C2F)C2=C(C=C1C(=NC(=NC1=C2F)N2CC(C2)N2CC1(CC1)C2)N2[C@H](CN[C@@H](C2)C)C)C(F)(F)F |r| 2-amino-4-[2-[3-(5-azaspiro[2.3]hexan-5-yl)azetidin-1-yl]-8-fluoro-4-[rac-(2S,5R)-2,5-dimethylpiperazin-1-yl]-6-(trifluoromethyl)quinazolin-7-yl]-7-fluoro-benzothiophene-3-carbonitrile